dodec-1-en-4-yl benzoate C(C1=CC=CC=C1)(=O)OC(CC=C)CCCCCCCC